cis-cyclohexane-1,3,5-tricarboxylic acid C1(CC(CC(C1)C(=O)O)C(=O)O)C(=O)O